C(C)C1=C(OC=2C(=NC(=NC2)N)N)C=C(C(=C1)OC)I 5-(2-Ethyl-5-iodo-4-methoxy-phenoxy)-pyrimidine-2,4-diamine